((S)-3-[(tert-Butoxy)carbonyl](methyl)aminopyrrolidin-1-yl)-4-ethoxypyrimidine-5-carboxylic acid C(C)(C)(C)OC(=O)C1[C@H](N(CC1)C1=NC=C(C(=N1)OCC)C(=O)O)NC